1-[4-(4,5-dichloro-2-hydroxybenzoyl)piperidin-1-yl]ethan-1-one ClC1=CC(=C(C(=O)C2CCN(CC2)C(C)=O)C=C1Cl)O